NC1=NN(C=2CN(CCC21)S(=O)(=O)C=2C=NC=CC2)C(=O)C2CCNC1=CC=C(C=C21)F (3-amino-6-(pyridin-3-ylsulfonyl)-4,5,6,7-tetrahydro-pyrazolo[3,4-c]pyridin-1-yl)(6-fluoro-1,2,3,4-tetrahydro-quinolin-4-yl)methanone